ClC1=C(C(=C(C=C1OC)OC)Cl)C1=CC2=C(N=C(N=C2)SC)C(=N1)N1CC(C1)(C)OC 6-(2,6-dichloro-3,5-dimethoxyphenyl)-8-(3-methoxy-3-methylazetidin-1-yl)-2-(methylthio)pyrido[3,4-d]pyrimidine